12-iodo-4,6,8,10-tetramethyltridecyl propoxymethyl ether C(CC)OCOCCCC(CC(CC(CC(CC(C)I)C)C)C)C